N1CC(CC1)C(C(=O)NCC(F)(F)F)(C)C (pyrrolidin-3-yl)-N-(2,2,2-trifluoroethyl)isobutyramide